1,4-dihydroxynaphthalene OC1=CC=C(C2=CC=CC=C12)O